BrC1=CC=C2C(=N1)N(C(=N2)C2=CC=CC=C2)C2=CC1=C(NCS1)C=C2 6-(5-Bromo-2-phenyl-imidazo[4,5-b]pyridin-3-yl)-3H-1,3-benzothiazol